C(C)(=O)OC(COCC=C)CO 2-acetoxy-1-Allyloxy-3-hydroxypropane